(2-{[(2,4-dimethoxyphenyl)methyl]amino}-3-(trifluoromethyl)quinolin-7-yl)methanol COC1=C(C=CC(=C1)OC)CNC1=NC2=CC(=CC=C2C=C1C(F)(F)F)CO